O1CCCC2=CC=C(C=C12)NC1=NC=C(C(=N1)N1C=C(C=C1)C(=O)NC(CO)C1=CC=CC=C1)C 1-(2-(chroman-7-ylamino)-5-methyl-pyrimidin-4-yl)-N-(2-hydroxy-1-phenylethyl)-1H-pyrrole-3-carboxamide